OCC1=CC=C(C=C1)C#CC1=CC=C(C=C1)C1=CC(=NO1)CN1C(=NC=C1)[C@H](C)O (S)-1-(1-((5-(4-((4-(hydroxymethyl)phenyl)ethynyl)phenyl)isoxazol-3-yl)methyl)-1H-imidazole-2-yl)ethan-1-ol